CC(CN(NOC(C)(C)C)C(=O)NN)(C)C N'-(2,2-dimethylpropyl)(t-butoxy)carbohydrazide